2-(2',4'-difluoro-3'-methoxy-3-biphenylyl)-5-(trifluoromethyl)-2,3-dihydro-1-benzofuran FC1=C(C=CC(=C1OC)F)C1=CC(=CC=C1)C1OC2=C(C1)C=C(C=C2)C(F)(F)F